5-chloro-N-methylBenzamide ClC=1C=CC=C(C(=O)NC)C1